FC1=CC=C2C(=N1)OC1(CNCC1)C2 6-Fluoro-3H-spiro[furo[2,3-b]pyridine-2,3'-pyrrolidine]